(2,6-difluoro-3-methylphenyl)methylamine FC1=C(C(=CC=C1C)F)CN